C(C)(CC)NCCC N-sec-butyl-n-propylamine